CC(C)(C)[S@@](=O)\N=C/1\CC2(C3=CC(=CC=C13)C(F)(F)F)CC2 (R,Z)-2-methyl-N-(6'-(trifluoromethyl)spiro[cyclopropane-1,1'-inden]-3'(2'H)-ylidene)propane-2-sulfinamide